CC(C(=O)N1CC(C1)C(=O)N1CCC2(C(C2)CNC(=O)C2=CC=3C(=CN=CC3)O2)CC1)C N-[[6-[1-(2-methylpropanoyl)azetidine-3-carbonyl]-6-azaspiro[2.5]octan-2-yl]methyl]furo[2,3-c]pyridine-2-carboxamide